2'-chloro-4'-(((R)-tetrahydrofuran-3-yl)methoxy)-4,5,5',6'-tetrahydro-2H-spiro[furan-3,8'-pyrano[3,4-b]pyridine] ClC1=CC(=C2C(=N1)C1(OCC2)COCC1)OC[C@H]1COCC1